ethyl 2-(2-((5-bromo-7-((4-fluorophenoxy)methyl)benzofuran-3-yl)methoxy)phenyl)acetate BrC=1C=C(C2=C(C(=CO2)COC2=C(C=CC=C2)CC(=O)OCC)C1)COC1=CC=C(C=C1)F